[bis(dimethylfluorenyl)triazinyl](biphenylyl)indolocarbazole CC=1C(=C(C=2CC3=CC=CC=C3C2C1)C1=C(C(=NN=N1)C=1C(=C2C(=CC1)N=C1C=CC3=C4C=CC=CC4=NC3=C12)C1=C(C=CC=C1)C1=CC=CC=C1)C1=C(C(=CC=2C3=CC=CC=C3CC12)C)C)C